3β,23-dihydroxyurs-12-en-28-oic acid C[C@@H]1CC[C@@]2(CC[C@@]3(C(=CC[C@H]4[C@]3(CC[C@@H]5[C@@]4(CC[C@@H]([C@@]5(C)CO)O)C)C)[C@@H]2[C@H]1C)C)C(=O)O